C(N)(OC1CC(OC2=CC=C(C=C12)Br)CC)=O Ethyl-(6-bromo-chroman-4-yl) carbamate